N[C@@H](CCC(=O)O)C(=O)[O-].[Na+].C(\C=C\C(=O)O)(=O)O fumaric acid monosodium glutamate